3-((2,5-dimethylphenyl)sulfonamido)-N-(5-fluoropyridin-2-yl)benzamide CC1=C(C=C(C=C1)C)S(=O)(=O)NC=1C=C(C(=O)NC2=NC=C(C=C2)F)C=CC1